C(C)(C)(C)OC(=O)N1CC2=C(CC1)NN=C2 1,4,6,7-tetrahydro-5H-pyrazolo[4,3-c]pyridine-5-carboxylic acid tert-butyl ester